5-(1-((1-fluorocyclopentyl)methyl)-1H-pyrazol-4-yl)-6-(6-methyl-5-oxo-6,7-dihydro-5H-pyrrolo[3,4-b]pyridin-3-yl)picolinonitrile FC1(CCCC1)CN1N=CC(=C1)C=1C=CC(=NC1C=1C=C2C(=NC1)CN(C2=O)C)C#N